C(C)(C)(C)OC(=O)NC1=CC=C(C=C1)C=1SC(=C(N1)C(=O)N[C@@H](CO)C(=O)OC)C Methyl (2-(4-((tert-butoxycarbonyl)amino)phenyl)-5-methylthiazole-4-carbonyl)serinate